1-Ethyl-6-fluoro-8-(hydroxymethyl)-4-oxo-8,9-dihydro-7H-cyclopenta[H]quinoline-3-carboxylic acid ethyl ester C(C)OC(=O)C1=CN(C2=C3C(=C(C=C2C1=O)F)CC(C3)CO)CC